3-chlorobenzyl ((2S)-3-cyclohexyl-1-((1-(5,5-dimethyl-2-oxo pyrrolidin-3-yl)-3-oxopropan-2-yl)amino)-1-oxopropan-2-yl)carbamate C1(CCCCC1)C[C@@H](C(=O)NC(CC1C(NC(C1)(C)C)=O)C=O)NC(OCC1=CC(=CC=C1)Cl)=O